COC=1C=C(C=C(C1OC)OC)N1C=NC(=C1)NC1=NC(=NC2=CC=CC=C12)N1[C@@H](CCC1)CO (S)-(1-(4-(1-(3,4,5-trimethoxyphenyl)-1H-imidazol-4-ylamino)quinazolin-2-yl)pyrrolidin-2-yl)methanol